CC(=CC=C1C(CCCC1)P(C1CCCCC1)C1CCCCC1)C dimethylvinylmethylene(tricyclohexylphosphine)